C1=C(C=CC2=CC=CC=C12)C(C(=O)N)=C naphthalen-2-yl-acrylamide